C(C)(C)C1=CC(=NO1)C1=C(C=CC=C1Cl)Cl 5-isopropyl-3-(2,6-dichlorophenyl)isoxazole